3-(4-Fluorophenyl)-2,4-dioxo-1,2,3,4-tetrahydropyrimidine-5-carboxylic acid ethyl ester C(C)OC(=O)C=1C(N(C(NC1)=O)C1=CC=C(C=C1)F)=O